[C].[Co]=O.[Co].[Mo] molybdenum-cobalt-cobalt oxide carbon